C(C)OC(=O)C1=C(N=C2N1N=C(C=C2)N2CCC2)C2=C(C=CC=C2)F 6-(azetidin-1-yl)-2-(2-fluorophenyl)imidazo[1,2-b]pyridazine-3-carboxylic acid ethyl ester